N[C@@H](CCC(=O)[Se]C)C(=O)O gamma-glutamyl-methyl-selenium